C(N)(S)=S.COC(C1=CC=CC=C1)NC[C@H](O)[C@@H](O)[C@H](O)[C@H](O)CO N-(methoxybenzyl)-D-glucamine dithiocarbamate